CN(C(=O)C1CCC(CC1)C(=O)O)CC1=CC=C2C(=CC(OC2=C1)=O)C1=C(C=CC=C1)C (1R,4R)-4-(methyl((2-oxo-4-(o-tolyl)-2H-chromen-7-yl)methyl)carbamoyl)cyclohexane-1-carboxylic acid